1-methyl-5-(4,4,5,5-tetramethyl-1,3,2-dioxaborolan-2-yl)-4-(trifluoromethyl)-1H-pyrazole CN1N=CC(=C1B1OC(C(O1)(C)C)(C)C)C(F)(F)F